OC(CN1C(N(C(C(=C1)C(=O)O)=O)C1=CC=CC=C1)=O)C 1-(2-hydroxypropyl)-2,4-dioxo-3-phenyl-1,2,3,4-tetrahydropyrimidine-5-carboxylic acid